N5-((6-(6-Methyl-3-(trifluoromethyl)-5,6-dihydro-[1,2,4]triazolo[4,3-a]pyrazin-7(8H)-yl)pyridin-3-yl)methyl)isoquinoline-1,5-diamine CC1N(CC=2N(C1)C(=NN2)C(F)(F)F)C2=CC=C(C=N2)CNC=2C=1C=CN=C(C1C=CC2)N